[N+](=O)([O-])[C@@]1(N(CCC1)C(=O)OC(C)(C)C)C(=O)O nitro-tert-butoxycarbonylproline